COC1=CC=C(C=C1)C(C(NC1=CC=C(C=C1)[Si](C)(C)C)=O)NC(C(C)(N1N=CC=C1)C)=O N-(1-(4-methoxyphenyl)-2-oxo-2-((4-(trimethylsilyl)phenyl)amino)ethyl)-2-methyl-2-(1H-pyrazol-1-yl)propanamide